N-(2,2-difluoroethyl)-6-fluoro-5-{[(2R,3S)-1-({6-fluoro-4-oxo-2H,3H,5H-furo[3,2-c]quinolin-7-yl}methyl)-2-methylazetidin-3-yl]oxy}pyridine-2-carboxamide FC(CNC(=O)C1=NC(=C(C=C1)O[C@@H]1[C@H](N(C1)CC=1C=CC=2C3=C(C(NC2C1F)=O)CCO3)C)F)F